N'-(3-Chloro-5,6-dimethyl-pyrazin-2-yl)-1-methyl-cyclopropanecarbohydrazide ClC=1C(=NC(=C(N1)C)C)NNC(=O)C1(CC1)C